1-((2-acetamidothiazol-5-yl)methyl)-N-(1-phenylethyl)piperidine-4-carboxamide C(C)(=O)NC=1SC(=CN1)CN1CCC(CC1)C(=O)NC(C)C1=CC=CC=C1